chloro-3-((2,3-dichlorophenyl)thio)pyrazin-2-amine ClC=1N=C(C(=NC1)N)SC1=C(C(=CC=C1)Cl)Cl